OC(=O)C(F)(F)F.COC[C@H]1C[C@H](CN1)NC(=O)C=1OC=CN1 N-((3R,5R)-5-(methoxymethyl)pyrrolidin-3-yl)oxazole-2-carboxamide TFA salt